C(C)(=O)N[C@H](C(=O)O)[C@@H](C)O (2S,3R)-2-acetamido-3-hydroxybutanoic acid